2-((1-(2-cyano-3-(4-(4-methoxypiperidin-1-yl)phenyl)-7-methylquinolin-5-yl)ethyl)amino)benzoic acid C(#N)C1=NC2=CC(=CC(=C2C=C1C1=CC=C(C=C1)N1CCC(CC1)OC)C(C)NC1=C(C(=O)O)C=CC=C1)C